tert-butyl(((R)-2-((3E,7E)-11-cyclohexylidene-4,8-dimethylundeca-3,7-dien-1-yl)-2,5,7,8-tetramethylchroman-6-yl)oxy)dimethylsilane C(C)(C)(C)[Si](C)(C)OC=1C(=C2CC[C@@](OC2=C(C1C)C)(C)CC\C=C(\CC\C=C(\CCC=C1CCCCC1)/C)/C)C